NC1=C(SC=2N=C(SC21)C)C(=O)NC2CC=1C=CC(=NC1CC2)N2CC(CC2)(C(F)F)N 6-amino-N-{2-[3-amino-3-(difluoromethyl)pyrrolidin-1-yl]-5,6,7,8-tetrahydroquinolin-6-yl}-2-methylthieno[2,3-d][1,3]thiazole-5-carboxamide